1-(6-{[4-(2-amino-8-methoxyquinazolin-4-yl)-1H-1,2,3-triazol-1-yl]methyl}pyridin-2-yl)cyclopentan-1-ol NC1=NC2=C(C=CC=C2C(=N1)C=1N=NN(C1)CC1=CC=CC(=N1)C1(CCCC1)O)OC